3-chloro-4'-((3-((4-fluorophenyl)sulfonylamino)-4-hydroxyphenyl)carbamoyl)-[1,1'-biphenyl]-4-carboxylic acid ClC=1C=C(C=CC1C(=O)O)C1=CC=C(C=C1)C(NC1=CC(=C(C=C1)O)NS(=O)(=O)C1=CC=C(C=C1)F)=O